(2S)-2-(methylamino)-4-oxo-4-pyrrolidin-1-yl-butanoic acid CN[C@H](C(=O)O)CC(N1CCCC1)=O